(4S)-7-chloro-6-(3-fluoro-2-pyridinyl)-N-(cis-3-hydroxycyclobutyl)-4-methyl-8-(trifluoromethyl)-4H-imidazo[1,2-a][1,4]benzodiazepine-2-Carboxamide ClC1=C(C=CC2=C1C(=N[C@H](C=1N2C=C(N1)C(=O)N[C@@H]1C[C@@H](C1)O)C)C1=NC=CC=C1F)C(F)(F)F